methyl 3-(aminomethyl)benzoate NCC=1C=C(C(=O)OC)C=CC1